C1=C(C=CC2=CC=CC=C12)CN1CC2N(CC1)C(CN(C2=O)CC=2C=NC=CC2)=O 2-(naphthalen-2-ylmethyl)-8-(pyridine-3-ylmethyl)hexahydro-2H-pyrazino[1,2-a]pyrazine-6,9-dione